N-(5-(((2S,4R)-2-Methyl-4-((2-methyloxazolo[4,5-b]pyridin-6-yl)oxy)pyrrolidin-1-yl)methyl)thiazol-2-yl)acetamide C[C@@H]1N(C[C@@H](C1)OC=1C=C2C(=NC1)N=C(O2)C)CC2=CN=C(S2)NC(C)=O